trimethyl-nickel C[Ni](C)C